ClC=1C=NC=C(C1C(C)OC=1C=C2C(=NNC2=CC1)C1=NC2=C(N1)CN(C2)S(=O)(=O)C=2C=NN(C2)C)Cl 5-(1-(3,5-Dichloropyridin-4-yl)ethoxy)-3-(5-((1-methyl-1H-pyrazol-4-yl)sulfonyl)-1,4,5,6-Tetrahydropyrrolo[3,4-d]imidazol-2-yl)-1H-indazole